1-(2,4-diphenyl-5,8-dihydropyrido[3,4-d]pyrimidin-7(6H)-yl)prop-2-en-1-one C1(=CC=CC=C1)C=1N=C(C2=C(N1)CN(CC2)C(C=C)=O)C2=CC=CC=C2